2-(4-Cyclopropyl-6-methoxypyrimidin-5-yl)-N-(4-(1-methyl-4-(trifluoromethyl)-1H-imidazol-2-yl)benzyl)furo[3,2-d]pyrimidin-4-amine C1(CC1)C1=NC=NC(=C1C=1N=C(C2=C(N1)C=CO2)NCC2=CC=C(C=C2)C=2N(C=C(N2)C(F)(F)F)C)OC